(3-(benzyloxy)-6-((7-(benzyloxy)-6-methoxy-1,2,3,4-tetrahydroisoquinolin-1-yl-3,3-d)Methyl)-2-methoxyphenyl)methanol C(C1=CC=CC=C1)OC=1C(=C(C(=CC1)CC1NC(CC2=CC(=C(C=C12)OCC1=CC=CC=C1)OC)([2H])[2H])CO)OC